7-nitro-3-oxo-4-phenyl-3,4-dihydro-2H-Benzo[b][1,4]oxazine-6-carbonitrile [N+](=O)([O-])C=1C(=CC2=C(OCC(N2C2=CC=CC=C2)=O)C1)C#N